2-(((2-chlorophenyl)(phenyl)methyl)(methyl)amino)-N-(4-fluorophenyl)-5-hydroxy-1-methyl-6-oxo-1,6-dihydropyrimidine-4-carboxamide ClC1=C(C=CC=C1)C(C1=CC=CC=C1)N(C=1N(C(C(=C(N1)C(=O)NC1=CC=C(C=C1)F)O)=O)C)C